dihexyldifluorosilane C(CCCCC)[Si](F)(F)CCCCCC